C(C(=C)C)(=O)C[N+](C)(C)CC methacryloyl-ethyl-trimethyl-ammonium